[Ir](=O)=O iridium (IV)-oxide